C(C1=CC=CC=C1)(=O)NC(C(=O)O)(C(CC(=O)O)C1=CC=C(C=C1)Cl)C1=C(C=CC=C1)Cl 2-benzamido-2-(2-chlorophenyl)-3-(4-chlorophenyl)-glutaric acid